isopentenyladenosine-5'-monophosphate CC(=CCNC1=C2C(=NC=N1)N(C=N2)[C@H]3[C@@H]([C@@H]([C@H](O3)COP(=O)(O)O)O)O)C